butylidenebis(3-methyl-6-tert-butylphenyl) tridecyl diphosphite O1P(OC2=C(C(=CC=C2C(C)(C)C)C)C(CCC)C2=C1C(=CC=C2C)C(C)(C)C)OP(OCCCCCCCCCCCCC)[O-]